F[C@H]1C[C@H](N2N=C(N=C21)SCC2(CC2)C(=O)OCC)C2=CC=CC=C2 ethyl 1-[[(5S,7S)-7-fluoro-5-phenyl-6,7-dihydro-5H-pyrrolo[1,2-b][1,2,4]triazol-2-yl] sulfanylmethyl]cyclopropanecarboxylate